F[C@H]1[C@@H](CN([C@H]1CO)C1(C2=CC=CC=C2C=2C=CC=CC12)C1=CC=CC=C1)O (3R,4R,5S)-4-fluoro-5-(hydroxymethyl)-1-(9-phenylfluoren-9-yl)pyrrolidin-3-ol